(1aS,5aS)-2-(2,4-Difluoro-phenyl)-1a,2,5,5a-tetrahydro-1H-2,3-diaza-cyclopropa[a]pentalene-4-carboxylic acid (1-methyl-1-phenyl-ethyl)-amide CC(C)(C1=CC=CC=C1)NC(=O)C=1C=2C[C@H]3[C@@H](C2N(N1)C1=C(C=C(C=C1)F)F)C3